trans-N-(3-(5-fluoropyrimidin-2-yl)-4-methylphenyl)-3-methyl-1-(5-(trifluoromethyl)-1,3,4-oxadiazol-2-yl)-6-azabicyclo[3.1.1]heptane-6-carboxamide FC=1C=NC(=NC1)C=1C=C(C=CC1C)NC(=O)N1C2CC(CC1(C2)C=2OC(=NN2)C(F)(F)F)C